3,5-dimethylhex-2-en-1-ol CC(=CCO)CC(C)C